8-(benzofuran-5-yl(cyclopropylmethyl)amino)-5-methyl-6-oxo-5,6-dihydro-1,5-naphthyridine-2-carbonitrile O1C=CC2=C1C=CC(=C2)N(C2=CC(N(C=1C=CC(=NC21)C#N)C)=O)CC2CC2